3-[1-(p-tolylsulfonyl)pyrrolo[2,3-b]pyridin-5-yl]cyclopent-2-en-1-one C1(=CC=C(C=C1)S(=O)(=O)N1C=CC=2C1=NC=C(C2)C2=CC(CC2)=O)C